α-KetoGlutarate O=C(C(=O)[O-])CCC(=O)[O-]